BrC=1C(=C(C=O)C=C(C1)C(C)C)F 3-bromo-2-fluoro-5-isopropylbenzaldehyde